O1COC2=C1C=CC(=C2)CC(C(=O)[O-])C 3-(1,3-benzodioxol-5-yl)-2-methyl-propanat